2-(1-acryloyl-4-(7-(4-methoxyindolin-1-yl)-2-(2-(pyrrolidin-1-yl)ethoxy)-5,6,7,8-tetrahydroquinazolin-4-yl)piperazin-2-yl)acetonitrile C(C=C)(=O)N1C(CN(CC1)C1=NC(=NC=2CC(CCC12)N1CCC2=C(C=CC=C12)OC)OCCN1CCCC1)CC#N